ClC1=C(C(=O)OC)C=C(C=C1)N(C(=O)C=1N=CC=2N(C1)C(=CN2)C2=CC=C(C=C2)C(NC)=O)C Methyl 2-chloro-5-(N-methyl-3-(4-(methylcarbamoyl)phenyl)imidazo[1,2-a]pyrazine-6-carboxamido)benzoate